C(C1=CC=CC=C1)(=O)C=1C2=C(OC1CC(C(=O)OCC)(C(=O)OCC)Br)C=CC1=CC=CC=C12 diethyl 2-((1-benzoylnaphtho[2,1-b]furan-2-yl) methyl)-2-bromomalonate